S(=O)(=O)(C1=CC=C(C)C=C1)N1C=CC2=C1N=CC=1N2C(=NN1)[C@H]1C[C@H]([C@H]2C[C@@H]12)NC(OCC)=O ethyl (1S,2R,4S,5R)-4-(6-tosyl-6H-pyrrolo[2,3-e][1,2,4]triazolo[4,3-a]pyrazin-1-yl)bicyclo[3.1.0]hexan-2-ylcarbamate